CN1C=CC2=CC(=CC=C12)NC1=CC=C(C=C1)N1CCC(CC1)C 1-methyl-N-(4-(4-methylpiperidin-1-yl)phenyl)-1H-indol-5-amine